(3-((R)-1-(((S)-tert-butylsulfinyl)amino)ethyl)-5-tert-butyl (trifluoromethyl)phenyl)carbamate C(C)(C)(C)[S@](=O)N[C@H](C)C=1C(=C(C=C(C1)C(C)(C)C)NC([O-])=O)C(F)(F)F